dichloro-N-(2H-tetrazol-5-yl)quinoline-3-sulfonamide ClC1=C(C(=NC2=CC=CC=C12)Cl)S(=O)(=O)NC=1N=NNN1